BrC=1C(=C2C(=NC1)NC(=N2)C2=C(N(C(=C2)C)C2=CC=C(C=C2)C(=O)N2CCOCC2)C)N[C@@H]2CN(CC2)S(=O)(=O)CC (S)-(4-(3-(6-Bromo-7-((1-(ethylsulfonyl)pyrrolidin-3-yl)amino)-3H-imidazo[4,5-b]pyridin-2-yl)-2,5-dimethyl-1H-pyrrol-1-yl)phenyl)(morpholino)methanon